[2-(acryloyloxy)ethyl]dimethyl-(3-sulfopropyl)ammonium hydroxide [OH-].C(C=C)(=O)OCC[N+](CCCS(=O)(=O)O)(C)C